5-((3-(2-(Diisopropylamino)ethyl)-1H-indol-4-yl)oxy)-5-oxopentanoic acid C(C)(C)N(CCC1=CNC2=CC=CC(=C12)OC(CCCC(=O)O)=O)C(C)C